C(CC[NH+]=C(N)N)CNP(=O)([O-])[O-] The molecule is conjugate base of N(4)-phosphoagmatine arising from deprotonation of the N-phospho group and protonation of the guanidino group; major species at pH 7.3. It is a conjugate base of a N(4)-phosphoagmatine.